(1R,7S)-6-(7-chloro-8-fluoro-2-(((2R,7aS)-2-fluorotetrahydro-1H-pyrrolizin-7a(5H)-yl)methoxy-d2)pyrido[4,3-d]pyrimidin-4-yl)-2-oxa-6-azabicyclo[5.1.0]octane-5,5-d2 ClC1=C(C=2N=C(N=C(C2C=N1)N1C(CCO[C@@H]2C[C@H]12)([2H])[2H])OC([2H])([2H])[C@]12CCCN2C[C@@H](C1)F)F